6-chloro-1-[4-[(dimethylamino)meth-yl]-2-isopropyl-3-pyridyl]-4-[(2S,5R)-2,5-dimethyl-4-prop-2-enoyl-piperazin-1-yl]-7-(2-fluoro-phenyl)pyrido[2,3-d]pyrimidin-2-one ClC1=CC2=C(N(C(N=C2N2[C@H](CN([C@@H](C2)C)C(C=C)=O)C)=O)C=2C(=NC=CC2CN(C)C)C(C)C)N=C1C1=C(C=CC=C1)F